2-fluoro-N-(9-oxo-2-(trifluoromethyl)-9H-indeno[2,1-d]pyrimidine-6-yl)acrylamide FC(C(=O)NC=1C=CC=2C(C=3N=C(N=CC3C2C1)C(F)(F)F)=O)=C